(R)-4-((4-bromophenoxy)methyl)-2,2-dimethyl-1,3-dioxolane BrC1=CC=C(OC[C@H]2OC(OC2)(C)C)C=C1